lithium 2-methyl-4-phenyl-1,5,6,7-tetrahydro-s-indacene-1-ide CC=1[CH-]C2=CC=3CCCC3C(=C2C1)C1=CC=CC=C1.[Li+]